3-FORMYL-2-THIOPHENECARBOXYLIC ACID C(=O)C1=C(SC=C1)C(=O)O